(S)-7-((2-methoxy-1-(pyrimidin-2-yl)ethyl)amino)-6-(6-methoxy-1H-imidazo[4,5-c]pyridin-2-yl)-2-methyl-2H-pyrazolo[4,3-b]pyridin-5(4H)-one COC[C@H](C1=NC=CC=N1)NC=1C=2C(NC(C1C=1NC3=C(C=NC(=C3)OC)N1)=O)=CN(N2)C